(2S,3S)-3-(4-fluoro-3-(5-methylthiazol-2-yl)-5-(((R)-1-(2-(trifluoromethyl)pyrimidin-5-yl)ethyl)carbamoyl)phenoxy)butane FC1=C(C=C(O[C@H](CC)C)C=C1C(N[C@H](C)C=1C=NC(=NC1)C(F)(F)F)=O)C=1SC(=CN1)C